2-(2-(methylthio)ethyl)-2,3-dihydro-4H-benzo[e][1,3]oxazin-4-one CSCCC1OC2=C(C(N1)=O)C=CC=C2